OC1=C2CCC(CC2=CC=C1)N(CCC)CC1CCN(CC1)C(=O)C1=CC=CC(=N1)C(=O)N 6-(4-(((5-hydroxy-1,2,3,4-tetrahydronaphthalen-2-yl)(propyl)amino)methyl)piperidine-1-carbonyl)picolinamide